CC(CC(C)(C)C)(C)N (1,1,3,3-tetramethylbutyl)amine